4-(cyclohexylamino)-2-((2-methoxy-4-(3-oxomorpholino)phenyl)amino)-7H-pyrrolo[2,3-d]pyrimidine-5-carbonitrile C1(CCCCC1)NC=1C2=C(N=C(N1)NC1=C(C=C(C=C1)N1C(COCC1)=O)OC)NC=C2C#N